C(C)(C)(C)C1=NN=C(S1)N 5-(tert-butyl)-1,3,4-thiadiazol-2-amine